N-[4-(5-FORMYL-2-FURYL)PHENYL]ACETAMIDE C(=O)C1=CC=C(O1)C1=CC=C(C=C1)NC(C)=O